2-(4-(hydroxycarbamoyl)phenyl)acetic acid ONC(=O)C1=CC=C(C=C1)CC(=O)O